O=C(C(=O)O)CCC 2-ketopentanoic acid